BrC1=CC=2CN3C(COC2N=C1)CN(CC3=O)C(=O)[O-] 3-bromo-7-oxo-7,8,10a,11-tetrahydro-5H-pyrazino[2,1-c]pyrido[3,2-f][1,4]oxazepine-9(10H)-carboxylate